COC1=C2C=C(NC2=CC=C1)C(=O)N[C@H](C(CN(C(SCC1=CC=CC=C1)=O)C[C@H]1C(NCC1)=O)=O)CC(C)C S-Benzyl ((S)-3-(4-methoxy-1H-indole-2-carboxamido)-5-methyl-2-oxohexyl)(((S)-2-oxopyrrolidin-3-yl)methyl)carbamothioate